tert-butyl 7-(4-(cis-2-(2-fluorophenyl)-6-hydroxyl-1,2,3,4-tetrahydronaphthalen-1-yl)phenyl)-2,7-diazaspiro[3.5]nonane-2-carboxylate FC1=C(C=CC=C1)[C@@H]1[C@@H](C2=CC=C(C=C2CC1)O)C1=CC=C(C=C1)N1CCC2(CN(C2)C(=O)OC(C)(C)C)CC1